6-(4-Acetylpiperazin-1-yl)-2-[3-(3,4-dihydro-1H-isochinolin-2-yl)-2-hydroxy-1-methylpropyl]-3,4-dihydroisochinolin-1-on C(C)(=O)N1CCN(CC1)C=1C=C2CCN(C(C2=CC1)=O)C(C(CN1CC2=CC=CC=C2CC1)O)C